tris(5-dodecylthiomethyl)-6-methyl-phenolAt CCCCC(CCCCCCC)SCC1=C(C(=C(C(=C1)C)[O-])CSC(CCCC)CCCCCCC)CSC(CCCC)CCCCCCC